1-(4-Chloro-phenyl)-3-[3-(2-isopropyl-2H-pyrazol-3-yl)-4-methoxy-phenyl]-urea ClC1=CC=C(C=C1)NC(=O)NC1=CC(=C(C=C1)OC)C=1N(N=CC1)C(C)C